C(C)(C)(C)OC(=O)N1[C@@H](C[C@H](CC1)N1N=NC=2C(=NC=3C(=C(C(=CC3C21)C(F)(F)F)Br)F)SC)CC(=O)OC(C)(C)C (2S,4S)-4-(7-bromo-6-fluoro-4-(methylsulfanyl)-8-(trifluoromethyl)-1H-[1,2,3]triazolo[4,5-c]quinolin-1-yl)-2-(2-(tert-butoxy)-2-oxoethyl)piperidine-1-carboxylic acid tert-butyl ester